N-(3-(5-((3-acrylamidophenyl)amino)-1-methyl-6-oxo-1,6-dihydropyridin-3-yl)-2-methylphenyl)-4-(tert-butyl)benzamide C(C=C)(=O)NC=1C=C(C=CC1)NC1=CC(=CN(C1=O)C)C=1C(=C(C=CC1)NC(C1=CC=C(C=C1)C(C)(C)C)=O)C